(trans)-2-[[2-[4-bromo-3-chloro-5-(hydroxymethyl)anilino]-5-methyl-pyrimidin-4-yl]amino]cyclohexane-1-carbonitrile BrC1=C(C=C(NC2=NC=C(C(=N2)N[C@H]2[C@@H](CCCC2)C#N)C)C=C1CO)Cl